methyl 4-(5-chloro-2-hydroxybenzamido)benzoate ClC=1C=CC(=C(C(=O)NC2=CC=C(C(=O)OC)C=C2)C1)O